OC(CCCNC(OC(C)(C)C)=O)C tert-butyl (4-hydroxypentyl)carbamate